N-(2,4,5-trifluorobenzyl)hydrazinecarbothioamide FC1=C(CNC(=S)NN)C=C(C(=C1)F)F